1,1,1,3,3,3-hexafluoropropan-2-yl 1-(3-(tetrahydro-2H-pyran-4-yloxy)-5-(trifluoromethyl) benzyl)-1,8-diazaspiro[4.5]decane-8-carboxylate O1CCC(CC1)OC=1C=C(CN2CCCC23CCN(CC3)C(=O)OC(C(F)(F)F)C(F)(F)F)C=C(C1)C(F)(F)F